2,5-di-t-butyl-4-methylpyridinium C(C)(C)(C)C1=[NH+]C=C(C(=C1)C)C(C)(C)C